6-methyl-3-(4-(3-(pyrrolidin-1-yl)propylamino)phenyl)pyrimido[5,4-e][1,2,4]triazin-5,7(6H,8H)-dione CN1C(NC2=C(N=C(N=N2)C2=CC=C(C=C2)NCCCN2CCCC2)C1=O)=O